ClC1=C(C=CC=C1)SC1=CC(C=2C3=C(N=C(C2C1=O)CC)N(C(N(C3=O)C)=O)C)=O 8-((2-chlorophenyl)thio)-6-ethyl-2,4-dimethylpyrimido[4,5-c]isoquinoline-1,3,7,10(2H,4H)-tetraone